COCCNCC1=CC(=C(C(=C1)OC)OC)OC 2-methoxy-N-(3,4,5-trimethoxybenzyl)ethane-1-amine